BrC=1N=C(N(C1C(CCCCC)=O)C)C 1-(4-bromo-1,2-dimethyl-1H-imidazol-5-yl)hexan-1-one